((2-fluoro-4-(methylsulfonyl)phenyl)amino)-8-((1R,2R)-2-hydroxy-2-methylcyclopentyl)-6-iodopyrido[2,3-d]pyrimidin-7(8H)-one FC1=C(C=CC(=C1)S(=O)(=O)C)NC=1N=CC2=C(N1)N(C(C(=C2)I)=O)[C@H]2[C@](CCC2)(C)O